4-((3,5-Difluoro-4-(isoindolin-2-ylmethyl)phenoxy)methyl)-N,N-dimethyl-benzamide FC=1C=C(OCC2=CC=C(C(=O)N(C)C)C=C2)C=C(C1CN1CC2=CC=CC=C2C1)F